CC(C(CC1=CC(=NO1)C)=O)C 3-methyl-1-(3-methyl-1,2-oxazol-5-yl)butan-2-one